oxidooxy hydrogen sulfate S(=O)(=O)(OO[O-])O